(2-((3-cyanobenzyl)oxy)-4-(((2-methyl-[1,1'-biphenyl]-3-yl)methyl)amino)benzyl)-D-serine C(#N)C=1C=C(COC2=C(CN[C@H](CO)C(=O)O)C=CC(=C2)NCC=2C(=C(C=CC2)C2=CC=CC=C2)C)C=CC1